N1=C(N=CC2=CC=CC=C12)NC1CCC(CC1)N(C(C)=O)C1=CC=C(C=C1)C=1C=NC(=NC1)N1CCN(CC1)CC(=O)O 2-(4-(5-(4-(N-((1r,4r)-4-(quinazolin-2-ylamino)cyclohexyl)acetamido)phenyl)pyrimidin-2-yl)piperazin-1-yl)acetic acid